styrenepropionate C(=CC1=CC=CC=C1)CCC(=O)[O-]